4-(2-(cyclopropanesulfonylamino)pyrimidin-4-yl)-N-(5-(6-ethoxypyrazin-2-yl)pyridin-2-yl)-1-(ethylsulfonyl)piperidine-4-carboxamide C1(CC1)S(=O)(=O)NC1=NC=CC(=N1)C1(CCN(CC1)S(=O)(=O)CC)C(=O)NC1=NC=C(C=C1)C1=NC(=CN=C1)OCC